FCC1=CC=C(C(=O)OC)C=C1 methyl 4-(fluoromethyl)-benzoate